BrC1=CSC2=C1N=C(N=C2OC)OC 7-bromo-2,4-dimethoxythieno[3,2-d]Pyrimidine